(1S,4r)-4-(3-(((R)-2-(3-Fluorophenyl)-2-hydroxyethyl)amino)propyl)cyclohexan-1-ol FC=1C=C(C=CC1)[C@H](CNCCCC1CCC(CC1)O)O